OC1=CC=C(C=C1)C(=C(CC)C1=CC=C(C=C1)O)C1=CC=C(OCCNCC=2C(=C3C(N(C(C3=CC2)=O)C2C(NC(CC2)=O)=O)=O)F)C=C1 5-(((2-(4-(1,2-bis(4-hydroxyphenyl)but-1-en-1-yl)phenoxy)ethyl)amino)methyl)-2-(2,6-dioxopiperidin-3-yl)-4-fluoroisoindoline-1,3-dione